C(C)(C)N(CCO)C(C)C N,N-Diisopropylethanolamine